[N+](=O)([O-])C=1C=C2C(=NC=NC2=CC1C#CC12CN(CC2C1)C(=O)OC(C)(C)C)NC1=CC=C(C=C1)OC1=CC=CC=C1 tert-butyl 1-[2-[6-nitro-4-(4-phenoxyanilino) quinazolin-7-yl]ethynyl]-3-azabicyclo[3.1.0]hexane-3-carboxylate